(2E)-3-(6-bromopyridin-2-yl)-2-cyano-N-[(1S)-1-phenylethyl]-2-propenamide BrC1=CC=CC(=N1)/C=C(/C(=O)N[C@@H](C)C1=CC=CC=C1)\C#N